N,N,N',N'-tetrakis(2-thienylmethyl)pyridine-2,6-dicarboxamide S1C(=CC=C1)CN(C(=O)C1=NC(=CC=C1)C(=O)N(CC=1SC=CC1)CC=1SC=CC1)CC=1SC=CC1